N-[2-(4-aminocyclohexyl)-6-isopropoxy-1-oxo-isoindolin-5-yl]pyrazolo[1,5-a]pyrimidine-3-carboxamide NC1CCC(CC1)N1C(C2=CC(=C(C=C2C1)NC(=O)C=1C=NN2C1N=CC=C2)OC(C)C)=O